BrC=1C(=C2C(=NC1)NC(=N2)C2=C(N(C(=C2)C)C2=C(C=C(C=C2)C(=O)N2CCN(CC2)C)C)C)N[C@@H]2CN(CC2)S(=O)(=O)CC (4-(3-(6-Bromo-7-(((S)-1-(ethylsulfonyl)pyrrolidin-3-yl)amino)-3H-imidazo[4,5-b]pyridin-2-yl)-2,5-dimethyl-1H-pyrrol-1-yl)-3-methylphenyl)(4-methylpiperazin-1-yl)methanon